6-(4-(6-cyclobutyl-2,6-diazaspiro[3.3]heptan-2-yl)phenyl)-1,4-dimethyl-2-(4-(methylsulfonyl)phenyl)-1H-imidazo[4,5-c]pyridine C1(CCC1)N1CC2(CN(C2)C2=CC=C(C=C2)C2=CC3=C(C(=N2)C)N=C(N3C)C3=CC=C(C=C3)S(=O)(=O)C)C1